NCCC[Si](OC)(OC)C γ-aminopropylmethyldi-methoxysilane